(3-(5-(2-Methyl-[1,1'-biphenyl]-3-yl)-1,3,4-oxadiazol-2-yl)benzyl)-L-arginine hydrochloride Cl.CC1=C(C=CC=C1C1=NN=C(O1)C=1C=C(CN[C@@H](CCCNC(N)=N)C(=O)O)C=CC1)C1=CC=CC=C1